[Br-].[Br-].C(C)(=O)N[N+]1=CC=C(C=C1)C1=CC=[N+](C=C1)NC(C)=O 1,1'-bis(acetylamino)-4,4'-bipyridinium dibromide salt